(R)-2-(5-Fluoropyridin-2-yl)-6-(methyl-d3)-3-(1H-pyrazolo[3,4-b]pyridin-4-yl)-6-(trifluoromethyl)-6,7-dihydro-4H-pyrazolo[5,1-c][1,4]oxazine FC=1C=CC(=NC1)C1=NN2C(CO[C@](C2)(C(F)(F)F)C([2H])([2H])[2H])=C1C1=C2C(=NC=C1)NN=C2